7-amino-N-(2-(2,6-dioxopiperidin-3-yl)-1-oxo-isoindolin-4-yl)heptanamide NCCCCCCC(=O)NC1=C2CN(C(C2=CC=C1)=O)C1C(NC(CC1)=O)=O